C1(CCCC1)N(C(=O)OCC=1C(=NOC1C1=CC=C(O[C@@H]2C[C@@H](COC2)C(=O)O)C=C1)C)C |r| (±)-cis-5-(4-(4-(((cyclopentyl(methyl)carbamoyl)oxy)methyl)-3-methyl-isoxazol-5-yl)phenoxy)tetrahydro-2H-pyran-3-carboxylic acid